ClCC1=C(C=C(C=C1)C(C)=O)CC 1-(4-(chloromethyl)-3-ethylphenyl)ethan-1-one